4-(2-(bis(2-hydroxyethyl)amino)-6-(bis(2-methoxyethyl)amino)-8-(4-methoxypiperidin-1-yl)pyrimido[5,4-d]pyrimidin-4-yl)-1,6-dimethylpiperazin-2-one OCCN(C=1N=C(C2=C(N1)C(=NC(=N2)N(CCOC)CCOC)N2CCC(CC2)OC)N2CC(N(C(C2)C)C)=O)CCO